N1N=CC(=C1)C1=NC=CC(=N1)NC=1N=CC2=C(C=CC(=C2C1)C(C)C)N1[C@@H]([C@H](C1)N(S(=O)(=O)C)C)C N-((2R,3S)-1-(3-((2-(1H-pyrazol-4-yl)pyrimidin-4-yl)amino)-5-isopropylisoquinolin-8-yl)-2-methylazetidin-3-yl)-N-methylmethanesulfonamide